C(C)NC1=C2C(=NC(=C1)NC1C3=C(OCO1)C=C(C=C3)C(=O)N3CCOCC3)NC=C2C#N 4-(ethylamino)-6-((7-(morpholine-4-carbonyl)benzo[d][1,3]dioxin-4-yl)amino)-1H-pyrrolo[2,3-b]pyridine-3-carbonitrile